O1C(=C(C=C1)C(=O)O)C(=O)O.C(CCCCCCC)(N)N octanediamine furandicarboxylic acid salt